(7R)-2-{2-[1-(cyclopropylmethyl)-6-[3-(pyridin-3-yl)azetidin-1-yl]-1H-indol-2-yl]-7-methoxy-1-methyl-1H-1,3-benzodiazole-5-carbonyl}-2-azabicyclo[2.2.1]heptan-7-amine C1(CC1)CN1C(=CC2=CC=C(C=C12)N1CC(C1)C=1C=NC=CC1)C1=NC2=C(N1C)C(=CC(=C2)C(=O)N2C1CCC(C2)[C@H]1N)OC